C[C@@H](C1=CC=C(C=C1)CC(C)C)C(=O)O S-(+)-Ibuprofen